C(C)C1=C(C=C(C(=C1)O)F)C1=CC=C2C(=NNC2=C1)C=1NC=C(N1)CNC(=O)N1CCN(CC1)C N-((2-(6-(2-Ethyl-5-Fluoro-4-Hydroxyphenyl)-1H-Indazol-3-yl)-1H-Imidazol-4-yl)methyl)-4-Methylpiperazin-1-Carboxamid